4-(2-(3-hydroxypropyl)-1,3-dioxo-2,3-dihydro-1H-xantheno[2,1,9-def]isoquinolin-9-yl)benzoic acid tert-butyl ester C(C)(C)(C)OC(C1=CC=C(C=C1)C1=CC=C2OC=3C=CC=4C(N(C(C5=CC=C(C3C45)C2=C1)=O)CCCO)=O)=O